1-Cyclopropyl-6-fluoro-1H-benzo[d]imidazol C1(CC1)N1C=NC2=C1C=C(C=C2)F